ClC1=C(C(=CC=C1Cl)F)[C@@]1(CN(CC1)C(=O)OC(C)(C)C)NC1=CC=C2C(=CC=NC2=C1)OC tert-butyl (S)-3-(2,3-dichloro-6-fluorophenyl)-3-((4-methoxyquinolin-7-yl)amino)pyrrolidine-1-carboxylate